ClC1=C(C=CC=C1)C1=C(C=NO1)C(=O)N1CCC(CC1)O (5-(2-chlorophenyl)isoxazol-4-yl)(4-hydroxypiperidin-1-yl)methanone